17-azido-3,6,9,12,15-pentaoxaheptadecan-1-amine N(=[N+]=[N-])CCOCCOCCOCCOCCOCCN